3-azaspiro[5.5]undecan-3-carboxylate C1CN(CCC12CCCCC2)C(=O)[O-]